N[C@@H](CC1=CC=C(C=C1)OC1=CC=C(C=C1)O)C(=O)O L-Thyronin